C(C=C)[Si](Cl)(Cl)CC=C diallyldichlorosilane